(S)-4-amino-N-methyl-N-(6-(trifluoromethyl)-2,3-dihydrobenzofuran-3-yl)tetrazolo[1,5-a]quinoxaline-8-carboxamide NC=1C=2N(C3=CC(=CC=C3N1)C(=O)N([C@@H]1COC3=C1C=CC(=C3)C(F)(F)F)C)N=NN2